C1=CC=CC=2C3=CC=CC=C3C(C12)COC(=O)N[C@@H](CCCCNC(CCOCCOCCOCCOCCOCCOCCOCCOCCOCCOCCOCCOC)=O)C(NCCC(=O)OC(C)(C)C)=O tert-butyl (S)-44-((((9H-fluoren-9-yl)methoxy)carbonyl)amino)-38,45-dioxo-2,5,8,11,14,17,20,23,26,29,32,35-dodecaoxa-39,46-diazanonatetracontan-49-oate